((1R,3R)-1-acetoxy-3-((2S,3S)-N,3-dimethyl-2-((R)-1-methylpiperidine-2-carboxamido)pentanamido)-4-methylpentyl)thiazole-4-carboxylic acid C(C)(=O)O[C@H](C[C@H](C(C)C)N(C([C@H]([C@H](CC)C)NC(=O)[C@@H]1N(CCCC1)C)=O)C)C=1SC=C(N1)C(=O)O